2-(5-fluoropyridin-2-yl)-1-methyl-1H-imidazo[4,5-b]Pyrazine FC=1C=CC(=NC1)C1=NC=2C(=NC=CN2)N1C